C1(CC2C(CC1)O2)CC[SiH2]CC(OC(C)=O)OC(C)=O (3,4-epoxycyclohexyl)ethyl-diacetoxyethyl-silane